2,2'-azo-bis-(2-cyanobutanenitrile) N(=NC(C#N)(CC)C#N)C(C#N)(CC)C#N